6-(4-formyl-1H-pyrazol-1-yl)-4-(trifluoromethyl)pyridine-3-carbonitrile C(=O)C=1C=NN(C1)C1=CC(=C(C=N1)C#N)C(F)(F)F